6-(2,4-dimethylthiazol-5-yl)-2-((1-(5,6,7,8-tetrahydroquinazolin-4-yl)piperidin-4-yl)methyl)pyridazin-3(2H)-one CC=1SC(=C(N1)C)C=1C=CC(N(N1)CC1CCN(CC1)C1=NC=NC=2CCCCC12)=O